CC1=NC=CC(=C1)N1C(C2=C(C=CC=C2CC1)C1NCCC1)C(=O)O 2-(2-methylpyridin-4-yl)-8-(pyrrolidin-2-yl)-1,2,3,4-tetrahydroisoquinolinecarboxylic acid